OP(O)(=O)OP(=O)(O)O.C1=CC=CC=2SC3=CC=CC=C3NC12 phenothiazine diphosphate